6-bromo-4-methoxypicolinamide BrC1=CC(=CC(=N1)C(=O)N)OC